O=C1NC(CCC1N1C(N(C2=C1C=CC=C2C#CCCCCCCCCCC(=O)OCC2=CC=CC=C2)C)=O)=O benzyl 12-(1-(2,6-dioxopiperidin-3-yl)-3-methyl-2-oxo-2,3-dihydro-1H-benzo[d]imidazol-4-yl)dodec-11-ynoate